CS(=O)(=O)N(C(OC(C)(C)C)=O)CCC1=CC=C(C=C1)B1OC(C(O1)(C)C)(C)C tert-butyl (methylsulfonyl){2-[4-(4,4,5,5-tetramethyl-1,3,2-dioxaborolan-2-yl)phenyl]ethyl}carbamate